C=1N=CN2C1C1=CC=CC=C1[C@@H]2C2OCCC2O ((R)-5H-imidazo[5,1-a]isoindol-5-yl)tetrahydrofuran-3-ol